tert-Butyl 4-(2-(3-fluoropiperidin-1-yl)ethoxy)phenethylcarbamate FC1CN(CCC1)CCOC1=CC=C(CCNC(OC(C)(C)C)=O)C=C1